CC1=CC(=NC(=N1)NC=1C=C(C2=C(CCO2)C1)OCCCN1CCCC1)NC1CCN(CC1)C(=O)OC(C)(C)C tert-butyl 4-[[6-methyl-2-[[7-(3-pyrrolidin-1-ylpropoxy)-2,3-dihydrobenzofuran-5-yl]amino]pyrimidin-4-yl]amino]piperidine-1-carboxylate